CC1=C(C(=O)O)C=CC(=C1)C(=O)O.C(C)(C)(C)C1=CC=2NC3=CC=CC=C3C2C=C1C(C)(C)C 2,3-di-tert-butyl-carbazole methyl-terephthalate